6-(2-benzyloxyphenyl)-4-(3,8-diazabicyclo[3.2.1]octan-3-yl)pyridazin-3-amine C(C1=CC=CC=C1)OC1=C(C=CC=C1)C1=CC(=C(N=N1)N)N1CC2CCC(C1)N2